[Si](C1=CC=CC=C1)(C1=CC=CC=C1)(C(C)(C)C)OC1C2C(N(C(C1)C2)C(=O)OC(C)(C)C)C tert-butyl 5-[(tert-butyldiphenylsilyl)oxy]-3-methyl-2-azabicyclo[2.2.1]heptane-2-carboxylate